NCC=1C=C(C=CC1)C1=CC(=C(C=2C=COC21)OCOC)COC2=C(C=CC=C2)CC(=O)OCC ethyl 2-(2-((7-(3-(aminomethyl)phenyl)-4-(methoxymethoxy)benzofuran-5-yl)methoxy)phenyl)acetate